FC1=C(C=CC=C1)C1=NN=C(N1C1=CC=CC=C1)C1=CC=CC=C1 3-(2-fluorophenyl)-4,5-diphenyl-4H-1,2,4-triazole